ClC=1SC=C2C1N=CNC2=O 7-chloro-3H-thieno[3,4-d]Pyrimidin-4-one